C(C=CCCCC)S(=O)(=O)[O-] 1-hept-2-ensulfonat